tert-butyl N-[[4-[(5-bromo-3-nitro-2-pyridyl)amino]phenyl]methyl]carbamate BrC=1C=C(C(=NC1)NC1=CC=C(C=C1)CNC(OC(C)(C)C)=O)[N+](=O)[O-]